3-(5,7-Difluoro-6-((1-methyl-1H-pyrazol-4-yl)ethynyl)-4-oxo-1,4-dihydroquinolin-2-yl)-4-(methylsulfonyl)benzonitrile FC1=C2C(C=C(NC2=CC(=C1C#CC=1C=NN(C1)C)F)C=1C=C(C#N)C=CC1S(=O)(=O)C)=O